C12C(C3CC(CC(C1)C3)C2)C(=O)OC Methyl (1r,3r,5r,7r)-adamantane-2-carboxylate